CC1=CC=C(C=C1)S(=O)(=O)O.CN1C(N(C=C1)CCO)C 1,2-dimethyl-3-hydroxyethyl-imidazole p-methylbenzenesulfonate